4-bromo-6-(2-hydroxy-2-methylpropylsulfonimidoyl)pyrazolo[1,5-a]pyridine-3-carbonitrile BrC=1C=2N(C=C(C1)S(=O)(=N)CC(C)(C)O)N=CC2C#N